BrC1=CC=C2C(=NN(C2=C1)C)C(C#N)C 2-(6-bromo-1-methyl-indazol-3-yl)propanenitrile